OCCCC1=C(C=C(C=C1)C(CCC1=C(C2=C(S1)C=C(C=C2)C(F)(F)F)C(C)C)=O)C 1-(4-(3-hydroxypropyl)-3-methylphenyl)-3-(3-isopropyl-6-(trifluoromethyl)benzo[b]thiophen-2-yl)propan-1-one